Pyrrolidone oxygen [O].N1C(CCC1)=O